5-(1-carboxyethyl)-2-(6-hydroxy-7,7-dimethyl-1-oxo-1,3,3a,6,7,7a-hexahydro-2-benzofuran-3a-yl)cyclohexane-1-carboxylic acid C(=O)(O)C(C)C1CCC(C(C1)C(=O)O)C12C(C(OC1)=O)C(C(C=C2)O)(C)C